2-(2,4-dimethoxyphenyl)-N-((R)-((S)-7-(1-methyl-1H-pyrazol-4-yl)-2,3-dihydro-1H-pyrido[2,3-b][1,4]oxazin-3-yl)(phenyl)methyl)ethanamine COC1=C(C=CC(=C1)OC)CCN[C@H](C1=CC=CC=C1)[C@@H]1CNC2=C(O1)N=CC(=C2)C=2C=NN(C2)C